1-[5-(5-chloro-2-methoxypyridin-4-yl)-1H-pyrazole-3-carbonyl]-N-[(1,2-oxazol-3-yl)methyl]piperidine-4-carboxamide ClC=1C(=CC(=NC1)OC)C1=CC(=NN1)C(=O)N1CCC(CC1)C(=O)NCC1=NOC=C1